silyl-phosphine [SiH3]P